CC1=NC2=CC=CC=C2C(=C1)NC1=CC=C(C=C1)C1=NC2=C(N1)C=CC(=C2)NC2=CC(=NC=C2)C 2-methyl-N-(4-(5-(2-methylpyridin-4-ylamino)-1H-benzo[d]imidazol-2-yl)phenyl)quinolin-4-amine